2-(4-(2-fluoro-4-nitrophenoxy)phenyl)pyridine FC1=C(OC2=CC=C(C=C2)C2=NC=CC=C2)C=CC(=C1)[N+](=O)[O-]